tri(3-ethyl-4-methyl-2-pentyl)citrate C(C)C(C(C)C(C(C(C(=O)[O-])(C(C)C(C(C)C)CC)C(C)C(C(C)C)CC)(O)C(=O)[O-])C(=O)[O-])C(C)C